[N+](=O)([O-])CCC(=O)O 3-nitropropanoic acid